BrC1C(C2(CCC1C2(C)C)C)=O.[NH4+] ammonium (+)-3-bromocamphor